3-((4-fluorotetrahydrofuran-3-yl)oxy)-4-nitro-1-((2-(trimethylsilyl)ethoxy)methyl)-1H-pyrazole Z-gallate C(C1=CC(O)=C(O)C(O)=C1)(=O)O.FC1C(COC1)OC1=NN(C=C1[N+](=O)[O-])COCC[Si](C)(C)C